3-benzyloxy-16-(phenylsulfinyl)-estra-1,3,5(10)-trien-17-one C(C1=CC=CC=C1)OC1=CC=2CC[C@H]3[C@@H]4CC(C([C@@]4(C)CC[C@@H]3C2C=C1)=O)S(=O)C1=CC=CC=C1